3-(3-Fluoroazetidin-1-yl)cyclobutyl(8-amino-7-fluoro-6-(8-methyl-2,3-dihydro-1H-pyrido[2,3-b][1,4]oxazin-7-yl)isoquinolin-3-yl)carbamate FC1CN(C1)C1CC(C1)N(C([O-])=O)C=1N=CC2=C(C(=C(C=C2C1)C1=C(C2=C(OCCN2)N=C1)C)F)N